3-(4-fluorobenzyl)-2,5-dimethyl-aniline FC1=CC=C(CC=2C(=C(N)C=C(C2)C)C)C=C1